3-({4-[7-Methoxy-6-(2-methylpropane-2-sulfonyl)imidazo[1,2-a]pyridin-3-yl]-5-methylpyridin-2-yl}amino)propan-1-ol COC1=CC=2N(C=C1S(=O)(=O)C(C)(C)C)C(=CN2)C2=CC(=NC=C2C)NCCCO